tert-butyl (1R,5S)-3-(7-(5-amino-3-cyano-2-(trifluoromethyl)phenyl)-8-fluoro-2-(2,2,2-trifluoroethoxy)pyridino[4,3-d]pyrimidin-4-yl)-3,8-diazabicyclo[3.2.1]octan-8-formate NC=1C=C(C(=C(C1)C1=C(C=2N=C(N=C(C2C=N1)N1C[C@H]2CC[C@@H](C1)N2C(=O)OC(C)(C)C)OCC(F)(F)F)F)C(F)(F)F)C#N